C(C)(=O)O[C@H]1[C@@H]([C@H](O[C@H]([C@@H]1OC(C)=O)C1=CC(=C(C=C1)Cl)CC1=CC=C(C=C1)OCC)SC)OC(C)=O Acetic acid (2R,3S,4R,5S,6S)-4,5-diacetoxy-6-[4-chloro-3-(4-ethoxy-benzyl)-phenyl]-2-methylsulfanyl-tetrahydro-pyran-3-yl ester